NC1=NC(=C(C=2N1N=C(N2)OCC2=NC=CC=C2F)C2=NC=NC=C2)C2=C(C#N)C=CC=C2 (5-amino-2-((3-fluoropyridin-2-yl)methoxy)-8-(pyrimidin-4-yl)-[1,2,4]triazolo[1,5-c]pyrimidin-7-yl)benzonitrile